N-[2-(diethylamino)ethyl]imidodisulfuric acid disodium salt [Na+].[Na+].C(C)N(CCN(S(=O)(=O)[O-])S(=O)(=O)[O-])CC